3-(5-((2-fluoro-4-(morpholinomethyl)benzyl)amino)-4-oxoquinazolin-3(4H)-yl)piperidine-2,6-dione FC1=C(CNC2=C3C(N(C=NC3=CC=C2)C2C(NC(CC2)=O)=O)=O)C=CC(=C1)CN1CCOCC1